CC1(C(C(CCC1)(N)C)(N)C)C tetramethyl-1,2-cyclohexanediamine